C12C3C4C=CC(C3C(C3C5CCC(C31)C5)C2)C4 Hexacyclo-[6.6.1.13,6.110,13.02,7.09,14]-4-heptadecene